O=C1C=C(OC=C1C(=O)OCC)C(=O)OCC diethyl 4-oxo-4H-pyran-2,5-dicarboxylate